N-[3-(2-aminoquinazolin-6-yl)-2,6-difluorophenyl]-5-chloro-2-methoxypyridine-3-sulfonamide NC1=NC2=CC=C(C=C2C=N1)C=1C(=C(C(=CC1)F)NS(=O)(=O)C=1C(=NC=C(C1)Cl)OC)F